C1(CC1)C1=C(C(=NO1)C1=C(C=CC=C1C)C)CO[C@H]1[C@@H]2CN([C@H](C1)C2)C2=C(C=C(C(=O)O)C=C2)F 4-[(1S,4S,5R)-5-[[5-cyclopropyl-3-(2,6-dimethylphenyl)-1,2-oxazol-4-yl]methoxy]-2-azabicyclo[2.2.1]heptan-2-yl]-3-fluorobenzoic acid